tert-butyl (3-(2,6-dioxopiperidin-3-yl)-1-methyl-1H-pyrazolo[3,4-b]pyridin-6-yl)carbamate O=C1NC(CCC1C1=NN(C2=NC(=CC=C21)NC(OC(C)(C)C)=O)C)=O